[Si](C)(C)(C(C)(C)C)O[C@@H](C(=O)OC(C)(C)C)CCCO Tert-butyl (R)-2-(tert-Butyldimethylsilyloxy)-5-hydroxypentanoate